C(CCCCCCCCCCCCCCCCCCCCCCCCCCCCCCCCCCCC)(=O)OCCCCCCCCCCCCCCCCCCCCCCCCCCCC montanyl heptatriacontanoate